ClC1=C(C=CC2=C1C(=N[C@H](C=1N2C(=NN1)C=1N=NC=CC1)C)C1=NC=CC=C1F)Cl (4S)-7,8-dichloro-6-(3-fluoro-2-pyridyl)-4-methyl-1-pyridazin-3-yl-4H-[1,2,4]triazolo[4,3-a][1,4]benzodiazepine